ClC1=C(C(=O)NC2=C3C=NN(C3=CC=C2)C)C=C(C=C1)CNS(=O)(=O)C1CC1 2-chloro-5-{[(cyclopropylsulfonyl)amino]methyl}-N-(1-methyl-1H-indazol-4-yl)benzamide